CN(C)CC=1C(=CC=C2C(C(=C(OC12)C)C1=CC=C(C=C1)OC)=O)O 8-[(Dimethylamino)methyl]-7-hydroxy-3-(4-methoxyphenyl)-2-methyl-4H-chromen-4-one